COC(CCCC(=O)C1C(C2=CC=C(C=C2C1=O)C(=O)C=1C=C2C(C(C(C2=CC1)=O)C(CCCC(=O)OC)=O)=O)=O)=O methyl 5-{5-[2-(5-methoxy-5-oxopentanoyl)-1,3-dioxo-2,3-dihydro-1H-indene-5-carbonyl]-1,3-dioxo-2,3-dihydro-1H-inden-2-yl}-5-oxopentanoate